2-(6-amino-1-(4-amino-3-methylbenzyl)-1H-pyrazolo[3,4-d]pyrimidin-4-yl)isonicotinic acid NC1=NC(=C2C(=N1)N(N=C2)CC2=CC(=C(C=C2)N)C)C=2C=C(C(=O)O)C=CN2